C(C)N(CC)[Si](C1=CC=C(C=C1)C=C)(C)C (diethylamino)dimethyl-(4-vinylphenyl)silane